di-iso-propyl-carbodiimide C(C)(C)N=C=NC(C)C